C1(CCCC1)[C@@H]1NC2=CC=CN=C2[C@@H]([C@H]1C)NC(CC(C)(C)C)=O |r| N-((2SR,3SR,4RS)-2-Cyclopentyl-3-methyl-1,2,3,4-tetrahydro-1,5-naphthyridin-4-yl)-3,3-dimethylbutanamide